1-[4-[[(2'S,7R)-3-(hydroxymethyl)-2'-methyl-2-(trifluoromethyl)spiro[4,5-dihydrothieno[2,3-c]pyran-7,4'-piperidine]-1'-yl]methyl]pyrazol-1-yl]-3-methyl-butan-2-ol OCC1=C(SC2=C1CCO[C@]21C[C@@H](N(CC1)CC=1C=NN(C1)CC(C(C)C)O)C)C(F)(F)F